C1(CC1)C=1C(=C2C(C(N(C2=CC1)CC(=O)NC(C(CC(=O)O)C)C)=O)(C)C)F 4-(2-(5-cyclopropyl-4-fluoro-3,3-dimethyl-2-oxoindol-1-yl)acetamido)-3-methylpentanoic acid